NC1=C(C=C(C=N1)C1=CC=C(S1)C(=O)N1CCN(CC1)C)OCC1=C(C(=CC=C1F)F)Cl {5-[6-amino-5-(2-chloro-3,6-difluoro-benzyloxy)-pyridin-3-yl]-thiophen-2-yl}-(4-methyl-piperazin-1-yl)-methanone